C1=CC=C(C=C1)C2=C(C=CC(=C2)N)C3=CC=C(C=C3)N 4,4'-Diaminoterphenyl